O[C@]1(CN(CCC1)C=1C(=NC(=NC1)O[C@@H](C)[C@H]1N(CCC1)C)C#N)C ((R)-3-hydroxy-3-methylpiperidin-1-yl)-2-((S)-1-((S)-1-methylpyrrolidin-2-yl)ethoxy)pyrimidine-4-carbonitrile